Tert-butyl N-[3-(difluoromethyl)-1-[4-(1-hydroxyethyl)cyclohexyl]pyrazol-4-yl]carbamate FC(C1=NN(C=C1NC(OC(C)(C)C)=O)C1CCC(CC1)C(C)O)F